NC1=C(C(=NN1C(C)(C)C)C1=CC=C(C=C1)[N+](=O)[O-])C#N 5-amino-1-(tert-butyl)-3-(4-nitrophenyl)-1H-pyrazole-4-carbonitrile